2,3',4-Trihydroxystilben OC1=C(C=CC(=C1)O)C=CC1=CC(=CC=C1)O